NN trans-hydrazine